2-(4-cyclopropyl-6-methoxypyrimidin-5-yl)-4-(4-(1-(trifluoromethyl)-5,6,7,8-tetrahydroimidazo[1,5-a]pyrazin-3-yl)benzyl)oxazolo[5,4-c]pyridine C1(CC1)C1=NC=NC(=C1C=1OC=2C(=NC=CC2N1)CC1=CC=C(C=C1)C1=NC(=C2N1CCNC2)C(F)(F)F)OC